picolineimine N1=C(C=CC=C1)C=N